3-bromo-5-[(2R)-2-methylpyrrolidin-1-yl]benzonitrile BrC=1C=C(C#N)C=C(C1)N1[C@@H](CCC1)C